C(C)(C)(C)OC(=O)N1CCC(CC1)C1=NC(=CC=C1)OCC1=C(C=C(C=C1)C(N(C)OC)=O)OCC 4-(6-((2-ethoxy-4-(methoxy(methyl)carbamoyl)benzyl)oxy)pyridin-2-yl)piperidine-1-carboxylic acid tert-butyl ester